1-ethyl-4-fluoro-3-methyl-1H-pyrazole C(C)N1N=C(C(=C1)F)C